[C@H]1(C[C@H](CCC1)CO)CO trans-1,3-cyclohexanedimethanol